N-(4-(4,4-difluoropiperidin-1-yl)pyrrolo[2,1-f][1,2,4]triazin-2-yl)-4-(methylsulfonyl)-2-(6-azaspiro[2.5]octan-6-yl)benzamide FC1(CCN(CC1)C1=NC(=NN2C1=CC=C2)NC(C2=C(C=C(C=C2)S(=O)(=O)C)N2CCC1(CC1)CC2)=O)F